(Z)-non-3-en-1-yl-magnesium bromide C(C\C=C/CCCCC)[Mg]Br